NC=1C(=NC(=C(N1)F)C1=CC(=C(C=C1)N1CCOCC1)CN(C)CCOC)C=1C=C2CCNC(C2=C(C1)F)=O 6-(3-amino-5-fluoro-6-(3-(((2-methoxyethyl)(methyl)amino)methyl)-4-morpholinophenyl)pyrazin-2-yl)-8-fluoro-3,4-dihydroisoquinolin-1(2H)-one